OC(CNCCO)C N-(2-hydroxypropyl)ethanolamine